COC1=CC=2C3=C(NC2C=C1)CCCN3 8-methoxy-2,3,4,5-tetrahydro-1H-pyrido[3,2-b]indole